C(CCC)N(C(OC(C)(C)C)=O)C[C@@H](C1=CN=C(S1)NC(C(C)C)=O)O tert-butyl (S)-butyl(2-hydroxy-2-(2-isobutyramido-thiazol-5-yl)ethyl)carbamate